[Si](C)(C)(C(C)(C)C)N1C=C(C2=CC=CC=C12)B(O)O (1-[TERT-BUTYL(DIMETHYL)SILYL]-1H-INDOL-3-YL)BORONIC ACID